3-(4-(((5-fluorobenzo[d]thiazol-2-yl)(4-methoxyphenethyl)amino)-methyl)phenyl)propiolic acid FC=1C=CC2=C(N=C(S2)N(CCC2=CC=C(C=C2)OC)CC2=CC=C(C=C2)C#CC(=O)O)C1